Methyl 6-(((S)-1-(2-((S)-2-cyanopyrrolidin-1-yl)-2-oxoethyl)pyrrolidin-3-yl)oxy)-2,3-dihydrobenzofuran-2-carboxylate C(#N)[C@H]1N(CCC1)C(CN1C[C@H](CC1)OC1=CC2=C(CC(O2)C(=O)OC)C=C1)=O